1,1,2-trichloro-heptafluorocyclopentane ClC1(C(C(C(C1(F)F)(F)F)(F)F)(Cl)F)Cl